ClC1=NC=C(C(=C1)C1=C(C=NC(=C1)C)C(=O)NC=1SC(=NN1)OCC1(CC1)C#N)OC 2'-chloro-N-(5-((1-cyanocyclopropyl)methoxy)-1,3,4-thiadiazol-2-yl)-5'-methoxy-6-methyl-(4,4'-bipyridine)-3-carboxamide